CNC(C)CC methyl-sec-butylamine